CN1N=C(C=C1C(=O)NC1=CC(=CC=C1)[C@H](C)NC=1N=C2C(=NC1)NC=C2C)C(F)(F)F (S)-1-methyl-N-(3-(1-((7-methyl-5H-pyrrolo[2,3-b]pyrazin-2-yl)amino)ethyl)phenyl)-3-(trifluoromethyl)-1H-pyrazole-5-carboxamide